3,4-difluoro-5-aminobromobenzene FC=1C=C(C=C(C1F)N)Br